FCOC1=CC=C(OC2=CC=C(C=N2)S(=O)(=O)N2[C@H]([C@@H]3CC[C@H](C2)N3C(=O)OCCOC)C(=O)OCC)C=C1 2-ethyl 8-(2-methoxyethyl) (1S,2R,5R)-3-((6-(4-(fluoromethoxy)-phenoxy)pyridin-3-yl)sulfonyl)-3,8-diazabicyclo[3.2.1]octane-2,8-dicarboxylate